FC1(CC(CC1)NC1=NC(=NC(=N1)NC1CC(C1)C1=CC=C(C=C1)F)C1=NC(=CC=C1)C(F)(F)F)F N2-(3,3-difluorocyclopentyl)-N4-((1r,3r)-3-(4-fluorophenyl)cyclobutyl)-6-(6-(trifluoromethyl)pyridin-2-yl)-1,3,5-triazine-2,4-diamine